CC1=CN=C2C(=N1)N(C(C(=C2)C2CCC(CC2)C=2C(=CC=C1C=NN(C21)C)F)=O)CC2=NC=CC=C2C(F)(F)F 3-Methyl-7-[(1r,4r)-4-(6-fluoro-1-methylindazol-7-yl)cyclohexyl]-5-{[3-(trifluoromethyl)pyridin-2-yl]methyl}pyrido[2,3-b]pyrazin-6-one